C1(CCCC1)SSSSC1CCCC1 cyclopentyltetrasulfide